ClC=1C=CC(=NC1)CN1C(=NC=2N(C(N(C(C12)=O)CCCO)=O)C)OC1=C(C=CC=C1)OC(F)(F)F 7-((5-chloropyridin-2-yl)methyl)-1-(3-hydroxypropyl)-3-methyl-8-(2-(trifluoromethoxy)phenoxy)-1H-purine-2,6(3H,7H)-dione